(3,5-diisopropyl-4-(3-((1-isopropyl-1H-pyrazol-3-yl)sulfonyl)ureido)phenyl)boronic acid C(C)(C)C=1C=C(C=C(C1NC(=O)NS(=O)(=O)C1=NN(C=C1)C(C)C)C(C)C)B(O)O